(3S,4R)-4-(3-fluorophenyl)-1-(2-methoxyethyl)pyrrolidin-3-yl-urea FC=1C=C(C=CC1)[C@H]1[C@@H](CN(C1)CCOC)NC(=O)N